C(C)(C)(C)C1=CC=C(C=C1)C=1C=2N(C3=CC=C(C=C3N1)SC)C=CC2 4-(4-(tert-butyl)phenyl)-7-(methylthio)pyrrolo[1,2-a]quinoxaline